3-[[2-(2,8-dimethylimidazo[1,2-b]pyridazin-6-yl)-4-keto-3H-thieno[2,3-d]pyrimidin-6-yl]oxy]azetidine-1-carboxylic acid tert-butyl ester C(C)(C)(C)OC(=O)N1CC(C1)OC1=CC2=C(N=C(NC2=O)C=2C=C(C=3N(N2)C=C(N3)C)C)S1